6-(((S)-3-fluoropyrrolidin-1-yl)methyl)-2-(3-((S)-1,1,2-trifluoro-1-(4-methyl-4H-1,2,4-triazol-3-yl)propan-2-yl)phenyl)-4-(trifluoromethyl)isoindolin-1-one F[C@@H]1CN(CC1)CC1=CC(=C2CN(C(C2=C1)=O)C1=CC(=CC=C1)[C@](C(C1=NN=CN1C)(F)F)(C)F)C(F)(F)F